ClC=1C(=C(C(=O)O)C=CC1S(=O)(=O)C)C 3-chloro-2-methyl-4-(methylsulfonyl)benzoic acid